methyl (1S,4S,6S)-3-bromo-6-fluoro-7-oxabicyclo[2.2.1]hept-2-ene-2-carboxylate BrC1=C([C@H]2[C@H](C[C@@H]1O2)F)C(=O)OC